[Cl-].C(CCCCCCCCC=C)(=O)[O-].C(CCCCCCCCC=C)(=O)[O-].[Al+3].N1C(=CC2=CC=CC=C12)CN1CCN(CC1)C=1SC=CN1 [4-(1H-indol-2-ylmethyl)piperazin-1-yl]thiazole aluminum di(10-undecenoate) monochloride